[Ca+2].OC1=C(C=C(C=C1)O)S(=O)(=O)[O-].OC1=C(C=C(C=C1)O)S(=O)(=O)[O-] 2,5-dihydroxybenzenesulfonate calcium